BrC=1C(=C(C=CC1)C1=CC2=C(OCCO2)C=C1)C 6-(3-bromo-2-methylphenyl)-2,3-dihydrobenzo[b][1,4]dioxine